COC1(OCCCC1)C(=O)N methoxytetrahydro-2H-pyran-2-carboxamide